tert-Butyl 4-((5-(methoxycarbonyl)thiophen-3-yl)ethynyl)piperidine-1-carboxylate COC(=O)C1=CC(=CS1)C#CC1CCN(CC1)C(=O)OC(C)(C)C